(+)-4-(2-(4-methoxy-3-propoxyphenyl)-6-(trifluoromethyl)pyrimidin-4-yl)-1,2-oxaborolan-2-ol COC1=C(C=C(C=C1)C1=NC(=CC(=N1)C1CB(OC1)O)C(F)(F)F)OCCC